Ethyl [1,2,4]triazolo[4,3-a]pyridine-3-carbamate N=1N=C(N2C1C=CC=C2)NC(=O)OCC